α-amino-1-naphthalenepropanoic acid NC(C(=O)O)CC1=CC=CC2=CC=CC=C12